(7-cyano-5-(2-methoxypropoxy)benzo[b]thiophen-2-yl)boronic acid C(#N)C1=CC(=CC2=C1SC(=C2)B(O)O)OCC(C)OC